N-(2-amino-2-thionylethyl-(sulfanylideneethyl))-3,4,5-trichlorothiophene-2-carboxamide NC(CC(CNC(=O)C=1SC(=C(C1Cl)Cl)Cl)=S)=S=O